C(C)C1=CN=C2N1C=C(C=N2)C=2C=CN1N=C(N=CC12)NCC1OCCC1 5-(3-ethylimidazo[1,2-a]pyrimidin-6-yl)-N-((tetrahydrofuran-2-yl)methyl)pyrrolo[2,1-f][1,2,4]triazin-2-amine